BrC1=CC(=C(C=C1)NC(C)=O)Cl N-(4-bromo-2-chlorophenyl)acetamide